C(C)OC(=O)C1=C(C(=C(N1C(C)(C)C)C(=O)OCC)C(=O)OCC)C(=O)OCC tetraethyl-1-(t-butyl)-1H-pyrrole-2,3,4,5-tetracarboxylic acid